3-Methyl-9-(pyrrolidin-3-ylmethyl)-3,9-diazaspiro[5.5]undecane CN1CCC2(CC1)CCN(CC2)CC2CNCC2